CC=1OC2=C(C=CC=C2C(C1)=O)C 2,8-dimethyl-4H-chromen-4-one